COC=1C=C(C=CC1)C=1NC2=CC=CC=C2C1 2-(3-methoxy-phenyl)-1H-indole